C(C)(=O)OC1=C2C(=CNC2=CC=C1)CCN(CCC)CC [3-{2-[ethyl (propyl) amino] ethyl}-1H-indol-4-yl] acetate